7-fluoro-2-(3-pyridinyl)-2H-indazole-4-carboxylic acid FC1=CC=C(C2=CN(N=C12)C=1C=NC=CC1)C(=O)O